ClC1=CC=C(C=C1)[C@@H](C(=O)N1CCC2(CN(C2)C(C=C)=O)CC1)CC1CCOCC1 (S)-1-(7-(2-(4-chlorophenyl)-3-(tetrahydro-2H-pyran-4-yl)propanoyl)-2,7-diazaspiro[3.5]nonan-2-yl)prop-2-en-1-one